3,5-dioxocyclohexane-1-carboxylic acid O=C1CC(CC(C1)=O)C(=O)O